FC=1C(=C(N2N=C(N=CC21)N[C@H]2[C@@H](COCC2)O)[C@@H]2C[C@H](C2)F)C#N 5-fluoro-7-(trans-3-fluorocyclobutyl)-2-(((3S,4R)-3-hydroxytetrahydro-2H-pyran-4-yl)amino)pyrrolo[2,1-f][1,2,4]triazine-6-carbonitrile